C(C)(=O)N[C@@H]1[C@H](CC(C(O)=O)(O)O[C@H]1[C@H](OC(C)=O)[C@H](O)CO)O 5-N-Acetyl-7-O-acetyl-neuraminic acid